4-ethoxy-N-(2-methyl-2H-indazol-5-yl)-2-(3-(methylamino)pyrrolidin-1-yl)pyrimidine-5-carboxamide 2,2,2-trifluoroacetate FC(C(=O)O)(F)F.C(C)OC1=NC(=NC=C1C(=O)NC1=CC2=CN(N=C2C=C1)C)N1CC(CC1)NC